C(=O)OC(=O)Cl chloroformyl formate